NCCC(CCC(CCC(CCC(CCC(CCO\N=C(/C)\C1=CC=C(C=C1)CN=[N+]=[N-])=O)=O)=O)=O)=O (E)-1-(4-(azidomethyl)phenyl)ethan-1-one-O-(17-amino-3,6,9,12,15-pentaoxoheptadecyl) oxime